COC1=C(C(=CC(=C1)C(C)(CCCCCC)C)OC)[C@@H]1[C@@H]2C[C@H](C(=C1)CO)C2(C)C [(1S,2S,5S)-2-[2,6-dimethoxy-4-(2-methyloctan-2-yl)phenyl]-7,7-dimethyl-4-bicyclo[3.1.1]hept-3-enyl]methanol